2-bromo-1-(pyridin-2-yl)-1-ethanone BrCC(=O)C1=NC=CC=C1